1-(2-Chloropyrimidin-4-yl)-3-methyl-1H-benzo[d]imidazol-2(3H)-one ClC1=NC=CC(=N1)N1C(N(C2=C1C=CC=C2)C)=O